N-(3-chloro-2-fluorobenzyl)propanamide tert-butyl-(4-((4-bromo-6-(difluoromethyl)pyridin-2-yl)oxy)butyl)carbamate C(C)(C)(C)N(C(O)=O)CCCCOC1=NC(=CC(=C1)Br)C(F)F.ClC=1C(=C(CNC(CC)=O)C=CC1)F